1,8-diazabicyclo[5.4.0]-7-undecene hydrogen tribromide C1CCC2=NCCCN2CC1.Br.BrBr